NCCCCN1C2=C(CCC3=C1C=CC=C3)C=C(C(=C2)Cl)O 5-(4-amino-butyl)-3-chloro-10,11-dihydro-5H-dibenzo[b,f]azepin-2-ol